FC=1C=C(C#N)C=C(C1)OC1=C(C2=C(C(N(S2(=O)=O)C)(C(F)(F)F)O)C=C1)C 3-fluoro-5-((3-hydroxy-2,7-dimethyl-1,1-dioxido-3-(trifluoromethyl)-2,3-dihydrobenzo[d]isothiazol-6-yl)oxy)benzonitrile